C1(CCC1)C1=NC(=NC=C1)OCC1=C(N=NN1C)C1=CC=C(C(=N1)C)C1CC(CCC1)CC(=O)O 2-{3-[6-(5-{[(4-cyclobutylpyrimidin-2-yl)oxy]methyl}-1-methyl-1H-1,2,3-triazol-4-yl)-2-methylpyridin-3-yl]cyclohexyl}acetic acid